C(C(C)C)C=1C=CC(=C(C1)C1=CC=C(C=C1)CN1C(=NC=C1)C=1SC=CN1)S(=O)(=O)NC(OC)=O Methyl ((5-isobutyl-4'-((2-(thiazol-2-yl)-1H-imidazol-1-yl)methyl)-[1,1'-biphenyl]-2-yl)sulfonyl)carbamate